ClC1=CC(=C(C=C1)C1=NC(=CC=2N=C(N(C(C21)=O)C)C)N2C[C@H](OCC2)[C@@H]2COCC2)F 5-(4-chloro-2-fluoro-phenyl)-2,3-dimethyl-7-((2R)-2-((3S)-tetra-hydro-3-furanyl)-4-morpholinyl)pyrido-[4,3-d]pyrimidin-4(3H)-one